OC=1C(=C2CCC(OC2=C(C1C)C)(C(=O)O)C)C 6-hydroxy-2,5,7,8-tetramethyl-chromancarboxylic acid